BrC1=C(C=CC(=C1)[N+](=O)[O-])F 2-bromo-1-fluoro-4-nitrobenzene